ClC=1C=C(C=CC1Cl)N1CC2=CC=C(C=C2CC1)C=O 2-(3,4-dichlorophenyl)-1,2,3,4-tetrahydroisoquinoline-6-carbaldehyde